ClC1=NN=C(S1)NC(CSC=1NC(C2=C(N1)N(N=C2)C2=CC=CC=C2)=O)=O N-(5-chloro-1,3,4-thiadiazol-2-yl)-2-((4-oxo-1-phenyl-4,5-dihydro-1H-pyrazolo[3,4-d]pyrimidin-6-yl)thio)acetamid